4-(3-(4-(2-(Dimethylamino)acetamido)-2,6-dimethylphenoxy)-5-nitrophenyl)-N-ethyl-6-methyl-7-oxo-6,7-dihydro-1H-pyrrolo[2,3-c]pyridine-2-carboxamide CN(CC(=O)NC1=CC(=C(OC=2C=C(C=C(C2)[N+](=O)[O-])C=2C3=C(C(N(C2)C)=O)NC(=C3)C(=O)NCC)C(=C1)C)C)C